N-((1-(cyclopropylamino)cyclopentyl)methyl)-4-((5-fluoropyridin-2-yl)ethynyl)benzamide C1(CC1)NC1(CCCC1)CNC(C1=CC=C(C=C1)C#CC1=NC=C(C=C1)F)=O